ClCC(=O)N(C1=CC(=CC=C1)OC)C1=CC2=C(OCCO2)C=C1 2-chloro-N-(2,3-dihydrobenzo[b][1,4]dioxin-6-yl)-N-(3-methoxyphenyl)acetamide